3-(3'-fluoro-[1,1'-biphenyl]-4-yl)hex-4-ynoic acid FC=1C=C(C=CC1)C1=CC=C(C=C1)C(CC(=O)O)C#CC